methyl 6-fluoro-1-carbonyl-1,2-Dihydroisoquinoline-4-carboxylate FC=1C=C2C(=CNC(C2=CC1)=C=O)C(=O)OC